(E)-1,3-dibromoprop-1-ene Br\C=C\CBr